ClC1=C2C(=NC=C1)NC(=C2C2=CC=C1CCN(C1=C2)C(C=C)=O)C2=CC=C(C=C2)CN(C)C 1-(6-(4-chloro-2-(4-((dimethylamino)methyl)phenyl)-1H-pyrrolo[2,3-b]pyridin-3-yl)indolin-1-yl)prop-2-en-1-one